C1(CC1)C=1C=C(C=CC1OC(\C=C\C1=CC=C(C=C1)C1=CC=C(C=C1)OCCC(CO)CO)=O)OC(C1=CC=C(C=C1)O)=O [3-cyclopropyl-4-[(E)-3-[4-[4-[4-hydroxy-3-(hydroxymethyl)butoxy]phenyl]phenyl]prop-2-enoyl]oxy-phenyl]4-hydroxybenzoate